(2-((3-nitro-4-(pyridin-2-ylmethoxy)phenyl)amino)benzothiazol-6-yl)but-2-enamide (2E)-2-hexenyl-9,9-diethoxy-7-nonynoate C(=C\CCCC)/C(C(=O)O)CCCCC#CC(OCC)OCC.[N+](=O)([O-])C=1C=C(C=CC1OCC1=NC=CC=C1)NC=1SC2=C(N1)C=CC(=C2)C(C(=O)N)=CC